2-(3-((2-Fluorophenyl)amino)-7,8-dihydro-1,6-naphthyridin-6(5H)-yl-5,5,7,7-d4)-3-methyl-6,7-dihydro-5H-pyrrolo[3,4-b]pyridin-5-one FC1=C(C=CC=C1)NC=1C=NC=2CC(N(C(C2C1)([2H])[2H])C1=C(C=C2C(=N1)CNC2=O)C)([2H])[2H]